BrC=1C(=NC(=NC1)NC=1C=C2C(C(N(C2=CC1)CC(=O)N(C)C)=O)(C)C)NC1=C(C=CC=C1)P(=O)(C)C 2-[5-[[5-bromo-4-(2-dimethylphosphorylanilino)pyrimidin-2-yl]amino]-3,3-dimethyl-2-oxo-indolin-1-yl]-N,N-dimethyl-acetamide